monobutyl phosphorothioate (monobutylthiophosphite) C(CCC)P(S)(O)O.P(OCCCC)(O)(O)=S